ClC1=C(C(=CC=C1C(=O)C=1C(=NN(C1O)C)C1CC1)C(F)(F)F)N1C(CCCC1)=O 1-{2-chloro-3-(3-cyclopropyl-5-hydroxy-1-methyl-1H-pyrazole-4-carbonyl)-6-(trifluoromethyl)phenyl}piperidin-2-one